(S)-2-((10-cyano-2-((S)-4-(difluoromethyl)-2-carbonyloxazolidin-3-yl)-5,6-dihydrobenzo[f]imidazo[1,2-d][1,4]oxazepin-9-yl)amino)propanamide Molybdenum [Mo].C(#N)C=1C(=CC2=C(C=3N(CCO2)C=C(N3)N3C(OC[C@H]3C(F)F)=C=O)C1)N[C@H](C(=O)N)C